(±)-tert-Butyl (1R,2R)-1-(3-bromophenyl)-2-hydroxy-2-(pyridin-3-yl)ethylcarbamate BrC=1C=C(C=CC1)[C@H]([C@@H](C=1C=NC=CC1)O)NC(OC(C)(C)C)=O |r|